(S)-3-(5-(2,4-difluorophenyl)thiophen-2-yl)-3-(3-(4-hydroxy-1-methyl-2-oxo-1,2-dihydropyridin-3-yl)ureido)propanoic acid FC1=C(C=CC(=C1)F)C1=CC=C(S1)[C@H](CC(=O)O)NC(=O)NC=1C(N(C=CC1O)C)=O